N-(4-piperazin-1-yl-phenyl)-4-(1,2,3,6-tetrahydro-pyridin-4-yl)-benzamide N1(CCNCC1)C1=CC=C(C=C1)NC(C1=CC=C(C=C1)C=1CCNCC1)=O